C[C@@H]1N([C@@H]1C(NC)=O)C(=O)OCC1=CC=C(C=C1)[N+](=O)[O-] 4-nitrobenzyl (2S,3S)-2-methyl-3-(methylcarbamoyl)aziridine-1-carboxylate